COC1=CC=C(C=C1)CN(C1=CC=C2C(=N1)CNC2)C N-[(4-methoxyphenyl)methyl]-N-methyl-6,7-dihydro-5H-pyrrolo[3,4-b]pyridin-2-amine